C(C(C)(C)C)(=O)OC1C(CC(C1)OC1=NC=NC(=C1)N(C(=O)OC(C)(C)C)C1CCN(CC1)C(C)=O)N1CC2=CC=CC=C2CC1 4-((6-((1-acetylpiperidin-4-yl)(tert-butoxycarbonyl)amino)pyrimidin-4-yl)oxy)-2-(3,4-dihydroisoquinolin-2(1H)-yl)cyclopentyl pivalate